(R)-(2-(benzofuran-3-yl)-1-(3-nitrobenzenesulfonamido)ethyl)boronic acid O1C=C(C2=C1C=CC=C2)C[C@H](NS(=O)(=O)C2=CC(=CC=C2)[N+](=O)[O-])B(O)O